N-(3-(furan-2-yl)propyl)-2-methoxy-5-morpholino-1H-benzo[d]imidazole-1-carboxamide O1C(=CC=C1)CCCNC(=O)N1C(=NC2=C1C=CC(=C2)N2CCOCC2)OC